(6-nitro-1-(tetrahydro-2H-pyran-2-yl)-1H-indazol-3-yl)methanol [N+](=O)([O-])C1=CC=C2C(=NN(C2=C1)C1OCCCC1)CO